tert-butyl 4-[[4-[2-[(10S)-4-[2-(methoxymethoxy)phenyl]-1,5,6,8,12-pentazatricyclo[8.4.0.02,7]tetradeca-2,4,6-trien-12-yl]pyrimidin-5-yl]phenyl]methyl]piperazine-1-carboxylate COCOC1=C(C=CC=C1)C=1C=C2N3CCN(C[C@@H]3CNC2=NN1)C1=NC=C(C=N1)C1=CC=C(C=C1)CN1CCN(CC1)C(=O)OC(C)(C)C